N1=NC=CC2=C(C=CC=C12)C(NC(=O)C1C2C(C2CN1C([C@H](C(C)(C)C)NC(C(F)(F)F)=O)=O)(C)C)C#N N-[cinnolin-5-yl(cyano)methyl]-3-[(2S)-3,3-dimethyl-2-[(2,2,2-trifluoroacetyl)amino]butanoyl]-6,6-dimethyl-3-azabicyclo[3.1.0]hexane-2-carboxamide